2,2-dimethylpyrrolidin-3-ol hydrochloride Cl.CC1(NCCC1O)C